C(C)OC1=NC(=NC=C1)NCC1=C(C=NN1C)C1=NC=C(C(=N1)CC)O[C@@H]1C[C@H](CCC1)C(=O)O (1S,3S)-3-((2-(5-(((4-ethoxypyrimidin-2-yl)amino)methyl)-1-methyl-1H-pyrazol-4-yl)-4-ethylpyrimidin-5-yl)oxy)cyclohexane-1-carboxylic acid